FC1=C(OCC([C@H](CC(=O)O)NC([C@H](C(C)C)NC(=O)C2=NC3=CC=CC=C3C=C2)=O)=O)C(=CC=C1)F (3S)-5-(2,6-difluorophenoxy)-3-[[(2S)-3-methyl-2-(quinoline-2-carbonylamino)butyryl]amino]-4-oxopentanoic acid